1,4-bis-(4-amino-2-trifluoromethylphenoxy)benzene NC1=CC(=C(OC2=CC=C(C=C2)OC2=C(C=C(C=C2)N)C(F)(F)F)C=C1)C(F)(F)F